ClC1=C(C(=CC=C1)Cl)NC1=C(C=CC=C1)CC(=O)OCC(=O)O 2-(2-(2-((2,6-dichlorophenyl)amino)phenyl)acetoxy)acetic acid